CC1=C(C=NC=2OCCNC21)N2CC=1N=C(N=CC1CC2)NC2=CC(=NC=C2)C2CCOCC2 N-(7-{8-methyl-1H,2H,3H-pyrido[2,3-b][1,4]oxazin-7-yl}-5H,6H,7H,8H-pyrido[3,4-d]pyrimidin-2-yl)-2-(oxan-4-yl)pyridin-4-amine